N-tert-butyl-3-[[2-(4,5-difluoro-2-hydroxy-phenyl)acetyl]amino]benzamide tertButylpiperazine-1-carboxylate C(C)(C)(C)OC(=O)N1CCNCC1.C(C)(C)(C)NC(C1=CC(=CC=C1)NC(CC1=C(C=C(C(=C1)F)F)O)=O)=O